C(C)(C)N1N=CC(=C1C1=NN2C(N(C(CC2)=O)CC2=CC=C(C=C2)C=2N(C=C(N2)C(F)(F)F)C)=N1)C 2-(1-isopropyl-4-methyl-1H-pyrazol-5-yl)-4-(4-(1-methyl-4-(trifluoromethyl)-1H-imidazol-2-yl)benzyl)-6,7-dihydro-[1,2,4]triazolo[1,5-a]pyrimidin-5(4H)-one